2,4-bis(4-biphenylyl)-6-{5-(3-phenylpyridin-4-yl)-1,1':2',1''-terphenyl-3-yl}-1,3,5-triazine C1(=CC=C(C=C1)C1=NC(=NC(=N1)C1=CC=C(C=C1)C1=CC=CC=C1)C=1C=C(C=C(C1)C1=C(C=NC=C1)C1=CC=CC=C1)C=1C(=CC=CC1)C1=CC=CC=C1)C1=CC=CC=C1